C(C1=CC=CC=C1)N1N=C(N=C1)C(=O)NC1=C(C(=C(C=C1)OC)Cl)F 1-benzyl-N-(3-chloro-2-fluoro-4-methoxy-phenyl)-1H-1,2,4-triazole-3-carboxamide